(Z)-1-(((1r,4r)-4-aminocyclohexyl)methyl)-3-((3,4-dimethyl-1H-pyrrol-2-yl)methylene)-2-oxo-N-(prop-2-yn-1-yl)indoline-5-carboxamide hydrochloride Cl.NC1CCC(CC1)CN1C(\C(\C2=CC(=CC=C12)C(=O)NCC#C)=C/C=1NC=C(C1C)C)=O